C(C1=CC=C(C(=O)OCCCCCCC(C)C)C=C1)(=O)OCCCC butyl isononyl terephthalate